F[C@@H]1[C@H]2CC[C@@H](C[C@@H]1N(C)C1=NC=C(N=C1)C1=C(C=C(C(=C1)F)C=1C=NN(C1)C)OCOC)N2C(=O)OC(C)(C)C tert-butyl (1R,2S,3S,5S)-2-fluoro-3-([5-[5-fluoro-2-(methoxymethoxy)-4-(1-methylpyrazol-4-yl) phenyl] pyrazin-2-yl] (methyl) amino)-8-azabicyclo[3.2.1]octane-8-carboxylate